C1(=CC=CC2=CC=CC=C12)C1=C2C=CC=CC2=CC2=CC=CC=C12 10-naphthylanthracene